C(C)(C)(C)N(C(=O)OCC(C)N1C(=NN=C1)C1=NC(=CC=C1)Br)C1=CC=C(C=C1)C1CCS(CC1)(=O)=NC 2-(3-(6-bromopyridin-2-yl)-4H-1,2,4-triazol-4-yl)propan-1-ol tert-butyl-(4-((1s,4s)-1-(methylimino)-1-oxidohexahydro-1λ6-thiopyran-4-yl)phenyl)carbamate